BrC1=C(C=C(C=C1)S(=O)(=O)CC(C)C)Cl 1-bromo-2-chloro-4-isobutylsulfonyl-benzene